lithium manganous oxide [O-2].[Mn+2].[Li]